8-cyclopropyl-4-hydroxy-6-methyl-1,7-naphthyridine-3-carboxylic acid C1(CC1)C=1N=C(C=C2C(=C(C=NC12)C(=O)O)O)C